N-[3-chloro-2-fluoro-4-[(1-fluorocyclobutyl)methoxy]phenyl]-6-[(1S,4S)-2,5-diazabicyclo[2.2.1]heptan-2-yl]-7-fluoro-pyrido[3,2-d]pyrimidin-4-amine ClC=1C(=C(C=CC1OCC1(CCC1)F)NC=1C2=C(N=CN1)C=C(C(=N2)N2[C@@H]1CN[C@H](C2)C1)F)F